N-(4-(4-Ethylpiperazin-1-yl)-3-fluorophenyl)-1-isopropyl-1H-[1,2,3]triazolo[4,5-h]quinazolin-8-amine hydrochloride Cl.C(C)N1CCN(CC1)C1=C(C=C(C=C1)NC1=NC=2C3=C(C=CC2C=N1)N=NN3C(C)C)F